OC=1C=[C+]C=[N+](C1)CC=1C2=C(N=C(N1)N1CCOCC1)N(CC2)C2=CC=CC=C2 5-hydroxy-1-((2-morpholino-7-phenyl-6,7-dihydro-5H-pyrrolo[2,3-d]pyrimidin-4-yl)methyl)pyridin-1-ium-3-ylium